ClC1=C(C=CC=C1)S(=O)(=O)N 2-chlorobenzene-sulfonamide